COC(=O)C1(CCNCC1)C=1C=CC(=NC1)C=1C(=NC=CC1)OCC 4-{2'-ethoxy-[2,3'-bipyridyl]-5-yl}piperidine-4-carboxylic acid methyl ester